FC(N1N=CC(=C1)C=1C(=CC(=NC1)NC1=NC(=C(C(=O)N(C)C)C=C1)C1=C(C=CC=C1OC)F)N1C[C@H](CCC1)O)F 6-((5-(1-(difluoromethyl)-1H-pyrazol-4-yl)-4-((S)-3-hydroxypiperidin-1-yl)pyridin-2-yl)amino)-2-(2-fluoro-6-methoxyphenyl)-N,N-dimethylnicotinamide